COC1=CC=C(CN(C2=C(C=C3C(=N2)C=C(N3)CNC(OC(C)(C)C)=O)C)CC3=CC=C(C=C3)OC)C=C1 tert-butyl ((5-(bis(4-methoxybenzyl)amino)-6-methyl-1H-pyrrolo[3,2-b]pyridin-2-yl)methyl)carbamate